C(C)C1C2C(OC1=O)CCCC2 (+-)-3-ethyl-perhydro-benzo[B]furan-2-one